4-vinylphenol acetate C(C)(=O)OC1=CC=C(C=C1)C=C